O=C1N(CCC(N1COCC[Si](C)(C)C)=O)C=1C=2N(C=CC1)C(=NC2)C2CCN(CC2)C(=O)OC(C)(C)C tert-Butyl 4-(8-(2,4-dioxo-3-((2-(trimethylsilyl)ethoxy)methyl)tetrahydropyrimidin-1(2H)-yl)imidazo[1,5-a]pyridin-3-yl)piperidine-1-carboxylate